C(C)OC(=O)CC1=NC2=CC=C(C=C2C=C1)OC (ethoxycarbonylmethyl)-6-methoxyquinoline